N,N-bis(4-Aminophenyl)-terephthalamid NC1=CC=C(C=C1)N(C(C1=CC=C(C(=O)N)C=C1)=O)C1=CC=C(C=C1)N